N-(4-((5-(3-(2-(pyridin-3-yl)ethyl)ureido)-2-(pyridin-4-yl)phenyl)ethynyl)phenyl)acetamide N1=CC(=CC=C1)CCNC(NC=1C=CC(=C(C1)C#CC1=CC=C(C=C1)NC(C)=O)C1=CC=NC=C1)=O